C(C)NC(OC1CC(CC1)C1=CC(=NN1)NC1=C(C2=C(CS(C2)(=O)=O)C=C1)F)=O 3-(3-((4-fluoro-2,2-dioxido-1,3-dihydrobenzo[c]thiophen-5-yl)amino)-1H-pyrazol-5-yl)cyclopentyl ethylcarbamate